CC(COCCCNCCCN1CCOCC1)CCC N-(3-(2-methylpent-1-yloxy)propyl)-3-morpholinopropan-1-amine